tert-butyl 2-(3-(ethoxycarbonyl)-3-methylcyclobutylidene)hydrazine-1-carboxylate C(C)OC(=O)C1(CC(C1)=NNC(=O)OC(C)(C)C)C